3,4,6-trifluoro-2-(trifluoromethyl)benzoic acid FC=1C(=C(C(=O)O)C(=CC1F)F)C(F)(F)F